(3S,4S)-tert-butyl 3-fluoro-4-hydroxypiperidine-1-carboxylate F[C@H]1CN(CC[C@@H]1O)C(=O)OC(C)(C)C